LITHIUM THIOPHOSPHAT P(=S)([O-])([O-])[O-].[Li+].[Li+].[Li+]